ClC1=NC=C(C(=C1)C1=C(C=NC(=C1)C)C(=O)NC=1SC2=C(N1)CN(C2)C(C2=CC(=NC=C2)C)=O)OC 2'-chloro-5'-methoxy-6-methyl-N-(5-(2-methylisonicotinoyl)-5,6-dihydro-4H-pyrrolo[3,4-d]thiazol-2-yl)-[4,4'-bipyridine]-3-carboxamide